(N-ethylmethylamino)methyldiallylsilane C(C)N(C)C[SiH](CC=C)CC=C